1-isopropyl-3-methyl-N-[(1-methyl-1,2,4-triazol-3-yl)methyl]-5-(2-propoxy-3-pyridyl)pyrazolo[4,3-b]pyridin-7-amine C(C)(C)N1N=C(C2=NC(=CC(=C21)NCC2=NN(C=N2)C)C=2C(=NC=CC2)OCCC)C